FC(N1C(=NC2=C1C=C(C=C2F)F)C)F 1-(difluoromethyl)-4,6-difluoro-2-methyl-1,3-benzodiazol